2-(6-amino-5-((3-(2-bromopyridin-4-yl)-3-azabicyclo[3.2.1]octan-8-yl)oxy)pyridazin-3-yl)phenol NC1=C(C=C(N=N1)C1=C(C=CC=C1)O)OC1C2CN(CC1CC2)C2=CC(=NC=C2)Br